BrC=1C=C(C(=CC1)N[C@@H]1COCC1)N (S)-4-bromo-N1-(tetrahydrofuran-3-yl)benzene-1,2-diamine